tert-butyl (3S,5R)-4-(2-((4-(2,6-dioxopiperidin-3-yl)phenyl)amino)-2-oxoethyl)-3,5-dimethylpiperazine-1-carboxylate O=C1NC(CCC1C1=CC=C(C=C1)NC(CN1[C@H](CN(C[C@H]1C)C(=O)OC(C)(C)C)C)=O)=O